6-chloro-4-((2-methoxyphenyl)amino)-N-phenylpyridinamide ClC1=CC(=CC(=N1)C(=O)NC1=CC=CC=C1)NC1=C(C=CC=C1)OC